C1(CC1)N1N=C2N(C(N([C@@H](C2=C1)C)C1CCN(CC1)C=1C(=NC=CC1C)OC)=O)CC1=C(C=CC=C1)C1CC1 (R)-2-cyclopropyl-7-(2-cyclopropyl-benzyl)-5-(2'-methoxy-4'-methyl-3,4,5,6-tetrahydro-2H-[1,3']bipyridinyl-4-yl)-4-methyl-2,4,5,7-tetrahydro-pyrazolo[3,4-d]pyrimidin-6-one